N-(3-Cyclopropyl-5-nitrophenyl)-2-phenylacetamide C1(CC1)C=1C=C(C=C(C1)[N+](=O)[O-])NC(CC1=CC=CC=C1)=O